OC=1C(=NOC1C(=O)N)CN(CC=1C=NC=CC1)CC(C)C hydroxy-3-((isobutyl(pyridin-3-ylmethyl)amino)methyl)isoxazole-5-carboxamide